CS(=O)(=O)C1=NC=C(C=N1)C#CCCCC(=O)N 6-(2-(methylsulfonyl)pyrimidin-5-yl)-5-hexynamide